tert-butyl 4-(2-(3-cyclopropyl-1H-pyrazol-4-yl)pyridin-3-yl)piperidine-1-carboxylate C1(CC1)C1=NNC=C1C1=NC=CC=C1C1CCN(CC1)C(=O)OC(C)(C)C